C(=O)(O)NCC=1C(NC(N([C@H]2[C@H](O)[C@H](O)[C@@H](CO)O2)C1)=S)=O 5-carboxyaminomethyl-2-thiouridine